ClC=1C=C(C=NC1N1N=CC=N1)NC(=O)C=1C(=NN(C1C(F)(F)F)C1=C2C=CC=NC2=CC=C1)F N-(5-Chloro-6-(2H-1,2,3-triazol-2-yl)pyridin-3-yl)-3-fluoro-1-(chinolin-5-yl)-5-(trifluoromethyl)-1H-pyrazol-4-carboxamid